N-methyl-N'-ethylphenylurea CN(C(=O)NCC)C1=CC=CC=C1